C1(CC1)C=1C(=CC(=C(C1)NC(OC(C)(C)C)=O)F)C(C(NCC(F)(F)F)=O)C tert-butyl (5-cyclopropyl-2-fluoro-4-(1-oxo-1-((2,2,2-trifluoroethyl) amino)propan-2-yl)phenyl)carbamate